(dimethylfluorenyl)quinoline CC=1C(=C(C=2CC3=CC=CC=C3C2C1)C1=NC2=CC=CC=C2C=C1)C